NCCC(CCN)CCN 3-(2-aminoethyl)-pentane-1,5-diamine